tert-butyl (4-ethynylcyclohexyl)carbamate C(#C)C1CCC(CC1)NC(OC(C)(C)C)=O